CP(=O)(C)C1=CC=CC=2OCCOC21 5-(dimethylphosphoryl)-2,3-dihydrobenzo[b][1,4]dioxin